3,7-dichloro-6-fluoro-4H-benzo[e][1,2,4]thiadiazine 1,1-dioxide ClC1=NS(C2=C(N1)C=C(C(=C2)Cl)F)(=O)=O